(S)-N-(2-(7-hydroxy-1-methyl-1H-pyrrolo[2,3-c]pyridin-3-yl)-1-(phenyl(tetrahydro-2H-pyran-4-yl)methyl)-1H-indol-4-yl)acetamide OC=1N=CC=C2C1N(C=C2C=2N(C1=CC=CC(=C1C2)NC(C)=O)[C@@H](C2CCOCC2)C2=CC=CC=C2)C